NCCCC(OCC)OCC 4-amino-1,1-diethoxybutane